3-[2-(1-cyclopropyl-6-fluoro-1,3-benzodiazol-5-yl)ethynyl]-5-(methylamino)-1-[(3S)-1-(prop-2-enoyl)pyrrolidin-3-yl]pyrazole-4-carboxamide C1(CC1)N1C=NC2=C1C=C(C(=C2)C#CC2=NN(C(=C2C(=O)N)NC)[C@@H]2CN(CC2)C(C=C)=O)F